(E)-2-heptaldehyde CC(CCCCC)=O